C(C)N(CC)CC=1C=CC2=C(N=C(O2)NC2=NC3=C(N2C)C=CC(=C3)F)C1 5-[(diethylamino)methyl]-N-(5-fluoro-1-methyl-1H-1,3-benzodiazol-2-yl)-1,3-benzoxazol-2-amine